4-((2-cyanophenyl)thio)-6-(1-(1-(2-methoxyacetyl)piperidin-4-yl)-1H-pyrazol-4-yl)pyrazolo[1,5-a]pyridine-3-carbonitrile C(#N)C1=C(C=CC=C1)SC=1C=2N(C=C(C1)C=1C=NN(C1)C1CCN(CC1)C(COC)=O)N=CC2C#N